2-oxo-N-(2-(2,2,2-trifluoroethyl)-9H-thioxanthen-9-yl)-6-(trifluoromethyl)-1,2-dihydropyridine-3-carboxamide O=C1NC(=CC=C1C(=O)NC1C2=CC=CC=C2SC=2C=CC(=CC12)CC(F)(F)F)C(F)(F)F